8-(7,7-difluoro-5-azaspiro[2.4]heptan-5-yl)-6-(2,4-dimethoxypyrimidin-5-yl)-[1,2,4]triazolo[1,5-b]pyridazine FC1(CN(CC12CC2)C=2C=1N(N=C(C2)C=2C(=NC(=NC2)OC)OC)N=CN1)F